FC1(C(C1)(C)NC(O[C@H]1C[C@H](CC1)C1=NN(C(=C1)NC(=O)OCC1=CC=CC=C1)C(C)(C)C)=O)F (1R,3S)-3-(5-(((benzyloxy)carbonyl)amino)-1-(tert-butyl)-1H-pyrazol-3-yl)cyclopentyl (2,2-difluoro-1-methylcyclopropyl)carbamate